O1N=C(C2=C1C=CC=C2)C2=NN(C(=C2C2CCC2)NC(C[C@H]2C(C(C2)(F)F)(F)F)=O)C (R)-N-(3-(benzo[d]isoxazol-3-yl)-4-cyclobutyl-1-methyl-1H-pyrazol-5-yl)-2-(2,2,3,3-tetrafluorocyclobutyl)acetamide